6-amino-4-chloro-2-methyl-7-(5-methyl-1-(tetrahydro-2H-pyran-2-yl)-1H-indazol-4-yl)-7H-pyrrolo[2,3-d]pyrimidine-5-carboxylic acid methyl ester COC(=O)C1=C(N(C=2N=C(N=C(C21)Cl)C)C2=C1C=NN(C1=CC=C2C)C2OCCCC2)N